(S)-3-(4-((1-cyclopentyl-3-(4-hydroxy-3-methoxyphenyl)-1H-indazol-6-yl)methoxy)phenyl)butanoic acid C1(CCCC1)N1N=C(C2=CC=C(C=C12)COC1=CC=C(C=C1)[C@H](CC(=O)O)C)C1=CC(=C(C=C1)O)OC